C(C)(C)(C)OC(=O)N([C@@H](CC(C)C)C(=O)N([C@H](CCOC1=NC=C(N=C1)C)C(=O)O)C)C |&1:16| (RS)-N-(N-(tert-butoxycarbonyl)-N-methyl-L-leucyl)-N-methyl-O-(5-methylpyrazin-2-yl)homoserine